tert-Butyl N-{2-[(2-{4-[4-cyano-2-(4-methyl-1,2,4-triazol-3-yl)phenyl]-6-ethoxypyridin-2-yl}-3-oxo-7-(trifluoromethyl)-1H-isoindol-5-yl)methoxy]ethyl}-N-methylcarbamate C(#N)C1=CC(=C(C=C1)C1=CC(=NC(=C1)OCC)N1CC2=C(C=C(C=C2C1=O)COCCN(C(OC(C)(C)C)=O)C)C(F)(F)F)C1=NN=CN1C